(R)-4-((3-(2-(1-((5-bromo-2-nitropyridin-3-yl)oxy)ethyl)-4-fluorophenyl)-1-methyl-1H-pyrazol-4-yl)methyl)-1-ethyl-1H-pyrazole-3-carbonitrile BrC=1C=C(C(=NC1)[N+](=O)[O-])O[C@H](C)C1=C(C=CC(=C1)F)C1=NN(C=C1CC=1C(=NN(C1)CC)C#N)C